S(C=1C(=C(C(=CC1)C(C)(C)C)O)C(C)(C)C)C=1C(=C(C(=CC1)C(C)(C)C)O)C(C)(C)C thiobis(2,6-di-tert-butylphenol)